N-((3R,4S)-4-((6-(2,6-dichloro-3,5-di-methoxyphenyl)-8-((3,3-difluorocyclopentyl)amino)pyrido[3,4-d]pyrimidin-2-yl)amino)tetrahydrofuran-3-yl)acrylamide ClC1=C(C(=C(C=C1OC)OC)Cl)C1=CC2=C(N=C(N=C2)N[C@H]2[C@H](COC2)NC(C=C)=O)C(=N1)NC1CC(CC1)(F)F